C[C@]1(C=CC([C@H]1C)=C)CCOC(CC)=O.F[C@H]1CN(CC1)C(=O)NC1=CC(=C(C=C1)F)N1N=C2N=CC(=CC2=C1)C(F)(F)F (3R)-3-fluoro-N-{4-fluoro-3-[5-(trifluoromethyl)-2H-pyrazolo[3,4-b]pyridin-2-yl]phenyl}pyrrolidine-1-carboxamide 2-((1R,5R)-1,5-dimethyl-4-methylenecyclopent-2-en-1-yl)ethyl-propionate